butyl-heptanediol dibenzoate C(C1=CC=CC=C1)(=O)OC(CCCCCC)(OC(C1=CC=CC=C1)=O)CCCC